(R)-2-amino-3-(3-(3-ethyl-1H-pyrazol-1-yl)-5-fluorobenzamido)propanoic acid N[C@@H](C(=O)O)CNC(C1=CC(=CC(=C1)F)N1N=C(C=C1)CC)=O